NCC(=O)[O-] L-glycinate